C(C)(=O)C1C(C([O-])=O)(O)O[C@H]([C@@H]([C@H]1O)N)[C@H](O)[C@H](O)CO.[K+] potassium acetylneuraminic acid salt